NC=1C=2N(C=CN1)C(=NC2C2=CC=C(C=C2)C(NC2=NC=CC(=C2)C(F)(F)F)=O)N2C[C@@](CC2)(C(=O)O)C (3R)-1-[8-amino-1-(4-{[4-(trifluoromethyl)pyridin-2-yl]carbamoyl}phenyl)imidazo[1,5-a]pyrazin-3-yl]-3-methylpyrrolidine-3-carboxylic acid